3-hydroxy-5-[(2S,3R,4S,5R,6R)-3,4,5-trihydroxy-6-(hydroxymethyl)oxan-2-yl]oxy-4-[(2S,3R,4S,5R)-3,4,5-trihydroxyoxan-2-yl]oxyoxane-2-carboxylic acid OC1C(OCC(C1O[C@@H]1OC[C@H]([C@@H]([C@H]1O)O)O)O[C@@H]1O[C@@H]([C@@H]([C@@H]([C@H]1O)O)O)CO)C(=O)O